ClC1=CC=C(C=C1)[C@H](C(=O)N1C=CC2=CC(=C(C=C12)OC(F)(F)F)F)NC=1C=C(OCC2CC(C2)C(=O)O)C=C(C1)OC (1r,3r)-3-((3-((1-(4-chlorophenyl)-2-(5-fluoro-6-(trifluoromethoxy)indol-1-yl)-2-oxoethyl)amino)-5-methoxyphenoxy)methyl)cyclobutylcarboxylic acid